C(NN)(=O)OC(C)(C)C tert-Butyl Carbazate